4-(2-cyclopropyl-6-{6-[(2S)-oxaprop-2-ylmethoxy]-1-oxo-3H-isoindol-2-yl}pyridin-4-yl)-3-(4-methyl-1,2,4-triazol-3-yl)benzonitrile C1(CC1)C1=NC(=CC(=C1)C1=C(C=C(C#N)C=C1)C1=NN=CN1C)N1C(C2=CC(=CC=C2C1)OC[C@@H](O)C)=O